ClC1=CC=C(C(=N1)C#N)N[C@H](C)C=1C=C(C=C2C(C(=C(OC12)C=1N(N=C(C1)C)C)C)=O)C 6-Chloro-3-[[(1R)-1-[2-(2,5-dimethylpyrazol-3-yl)-3,6-dimethyl-4-oxo-chromen-8-yl]ethyl]amino]pyridine-2-carbonitrile